3-[2-(1-Cyclopropyl-6-fluoro-1,3-benzodiazol-5-yl)ethynyl]-1-[(3S,5R)-5-(methoxymethyl)-1-(prop-2-enoyl)pyrrolidin-3-yl]-5-(methylamino)pyrazole-4-carboxamide C1(CC1)N1C=NC2=C1C=C(C(=C2)C#CC2=NN(C(=C2C(=O)N)NC)[C@@H]2CN([C@H](C2)COC)C(C=C)=O)F